Tert-butyl 3-[8-fluoro-7-[7-fluoro-3-(methoxymethoxy)-8-(2-triisopropylsilylethynyl)-1-naphthyl]-2-(2-oxoethoxy)pyrido[4,3-d]pyrimidin-4-yl]-3,8-diazabicyclo[3.2.1]octane-8-carboxylate FC1=C(N=CC2=C1N=C(N=C2N2CC1CCC(C2)N1C(=O)OC(C)(C)C)OCC=O)C1=CC(=CC2=CC=C(C(=C12)C#C[Si](C(C)C)(C(C)C)C(C)C)F)OCOC